5-fluoro-3-(methoxymethyl)quinoline FC1=C2C=C(C=NC2=CC=C1)COC